C1(=CC=CC=C1)C1OC(C2=C(O1)C=CC=C2)=O 2-phenyl-4H-benzo[d][1,3]dioxin-4-one